(tert-Butyl)-N-iso-pentyl-2-(2-methoxyethoxy)-1H-imidazole-1-carboxamide C(C)(C)(C)C=1N=C(N(C1)C(=O)NCCC(C)C)OCCOC